CC1=C(C=CC=C1)C(C(=O)O)=O.C(C1=CC=CC=C1)(=O)C(=O)OC methyl benzoylformate (methyl phenylglyoxylate)